(S)-methyl 2-(tert-butoxycarbonylamino)-3-(3-(4,4,5,5-tetramethyl-1,3,2-dioxaborolan-2-yl)-5-(triisopropylsiloxy) phenyl)-propionate C(C)(C)(C)OC(=O)N[C@H](C(=O)OC)CC1=CC(=CC(=C1)O[Si](C(C)C)(C(C)C)C(C)C)B1OC(C(O1)(C)C)(C)C